methyl (2S,4R,5S)-5-allyl-1-((S)-2-((tert-butoxycarbonyl)amino)pent-4-enoyl)-4-((tert-butyldimethylsilyl)oxy)pyrrolidine-2-carboxylate C(C=C)[C@H]1[C@@H](C[C@H](N1C([C@H](CC=C)NC(=O)OC(C)(C)C)=O)C(=O)OC)O[Si](C)(C)C(C)(C)C